N1(C=NC=C1)C=1C=CC(=C(C1)O)C1=NC=C(N=C1)OC1CC(NC(C1)(C)C)(C)C 5-(1H-imidazol-1-yl)-2-(5-((2,2,6,6-tetramethylpiperidin-4-yl)oxy)pyrazin-2-yl)phenol